2,2'-azobis(2-(2-imidazolin-2-yl)propane) N(=NC(C)(C)C=1NCCN1)C(C)(C)C=1NCCN1